2,3-dibromo-5-(1-ethoxyethyl)-6-methylpyridine BrC1=NC(=C(C=C1Br)C(C)OCC)C